The molecule is a trisaccharide that is alpha-D-galactopyranose in which the hydroxy groups at positions 3 and 4 have been converted into the corresponding alpha-D-glucopyranosyl and beta-L-fucopyranosyl derivatives, respectively. It derives from an alpha-D-Glcp-(1->3)-alpha-D-Galp and a beta-L-Fucp-(1->4)-alpha-D-Galp. C[C@H]1[C@H]([C@H]([C@@H]([C@H](O1)O[C@H]2[C@H](O[C@@H]([C@@H]([C@H]2O[C@@H]3[C@@H]([C@H]([C@@H]([C@H](O3)CO)O)O)O)O)O)CO)O)O)O